C(C)C1=NC=C(C(=N1)C1CCN(CC1)CC(=O)N1CCC2(CCOC2)CC1)C1=CC(=NO1)C 2-(4-(2-Ethyl-5-(3-methylisoxazol-5-yl)pyrimidin-4-yl)piperidin-1-yl)-1-(2-oxa-8-azaspiro[4.5]decan-8-yl)ethanone